(S)-5-(2-fluorophenyl)-N-(piperidin-3-yl)-3-ureidothiophene-2-carboxamide FC1=C(C=CC=C1)C1=CC(=C(S1)C(=O)N[C@@H]1CNCCC1)NC(=O)N